N[C@@H](C(=O)N)CC1=CC=CC=C1 (2R)-2-amino-3-phenylpropanamide